4-{[6-(5-chloro-2-fluorophenyl)pyridazin-4-yl]amino}quinolin-7-yl-4-(azetidin-1-yl)piperidine-1-carboxylate ClC=1C=CC(=C(C1)C1=CC(=CN=N1)NC1=CC=NC2=CC(=CC=C12)OC(=O)N1CCC(CC1)N1CCC1)F